CCCCCCCCC(CCCCCCCCC)OC(CCCCCCCNCCCCCCCC(=O)OCCCCCCCCC)=O nonyl 8-((8-(octadecan-9-yloxy)-8-oxooctyl)amino)octanoate